4-[6-amino-1-[(2,6-difluoro-4-nitro-phenyl)methyl]pyrazolo[3,4-d]pyrimidin-4-yl]pyridine-2-carbonitrile NC1=NC(=C2C(=N1)N(N=C2)CC2=C(C=C(C=C2F)[N+](=O)[O-])F)C2=CC(=NC=C2)C#N